C(#N)[C@H]1N(CSC1)C(CNC(=O)C1=CC=NC2=CC=C(C=C12)CC1=NN(N=C1)C)=O (R)-N-(2-(4-Cyanothiazolidin-3-yl)-2-oxoethyl)-6-((2-methyl-2H-1,2,3-triazol-4-yl)-methyl)quinoline-4-carboxamide